C(#N)C1=C(C=CC(=C1)I)NCC(=O)OCC ethyl (2-cyano-4-iodophenyl)glycinate